N[C@@H](C(C)C)C1=CC=2N(N=C1)C=C(N2)[C@H](C2CCC(CC2)(F)F)NC(OC(C)(C)C)=O |o1:1| tert-butyl ((S)-(7-((S*)-1-amino-2-methylpropyl)imidazo[1,2-b]pyridazin-2-yl)(4,4-difluorocyclohexyl)methyl)carbamate